C(C=C)OC=1C=C(C(=O)O)C=CC1 3-(allyloxy)benzoic acid